1H-pyrazol-3-yl-oxazole N1N=C(C=C1)C=1OC=CN1